C(C)NC(C(CC)OC=1C=C2C=C(C=NC2=C(C1)C)C#C)=O N-ethyl-2-[(3-ethynyl-8-methyl-6-quinolyl)oxy]butanamide